C1(CC1)COC=1C=C(C(=O)O)C=CC1NS(=O)(=O)C 3-(cyclopropylmethoxy)-4-(methylsulfonamido)benzoic acid